methyl 3-bromo-4-(4-oxo-3,5,7,8-tetrahydro-4H-thiopyrano[4,3-d]pyrimidin-2-yl)benzoate BrC=1C=C(C(=O)OC)C=CC1C=1NC(C2=C(N1)CCSC2)=O